BrC=1C=2N(C=CC1)C(=C(N2)C#CCNC2=C(C=C(C(=O)NC1CC1)C=C2)OC)SC(F)(F)F 4-[(3-{8-bromo-3-[(trifluoromethyl)sulfanyl]imidazo[1,2-a]pyridin-2-yl}prop-2-yn-1-yl)amino]-N-cyclopropyl-3-methoxybenzamide